N-(4-(7-amino-9H-carbazol-2-yloxy)phenyl)-2-fluoropropanamide NC1=CC=C2C=3C=CC(=CC3NC2=C1)OC1=CC=C(C=C1)NC(C(C)F)=O